(1r,4s)-4-(((6-(2-chloro-3-(3-chloro-2-(4-((((1s,4r)-4-hydroxycyclohexyl)amino)methyl)-3-methoxyphenyl)pyridin-4-yl)phenyl)-2-methoxypyridin-3-yl)methyl)amino)cyclohexan-1-ol ClC1=C(C=CC=C1C1=C(C(=NC=C1)C1=CC(=C(C=C1)CNC1CCC(CC1)O)OC)Cl)C1=CC=C(C(=N1)OC)CNC1CCC(CC1)O